3-[(3-chloro-2-methoxyphenyl)amino]-2-[3-(2-methoxyethoxy)-2-nitropyridin-4-yl]-1H,5H,6H,7H-pyrrolo[3,2-c]pyridin-4-one ClC=1C(=C(C=CC1)NC1=C(NC2=C1C(NCC2)=O)C2=C(C(=NC=C2)[N+](=O)[O-])OCCOC)OC